N-(2-fluorophenyl)pyrazine-2-carboxamide FC1=C(C=CC=C1)NC(=O)C1=NC=CN=C1